C1(CC1)S(=O)(=O)NC1=CC(=NC=C1)CNC(=O)C=1SC(=CN1)C1=CN=C2C(=N1)N(N=C2)CC N-((4-(cyclopropanesulfonylamino)pyridin-2-yl)methyl)-5-(1-ethyl-1H-pyrazolo[3,4-b]pyrazin-6-yl)thiazole-2-carboxamide